C1(=CC=CC=C1)S(=O)(=O)C=1C(C(C(C(C1O)(C(OCC)OCC)CC=C(C)C)(CC=C(C)C)CC=C(C)C)(OCC=C(C)C)CC=C(C)C)(CC=C(C)C)CC=C(C)C phenylsulfonyl-heptaprenyl-diethoxymethyl-hydroquinone